BrC1=CC=C(C=2N=CC=NC12)C(=O)OC methyl 8-bromoquinoxaline-5-carboxylate